BrC=1C(=NC(=NC1)NC1=C(C=C(C(=C1)C)N1CCC(CC1)N1CCN(CC1)C)OC)NC1=C(C=C(C=C1)C)P(C)(C)=O (2-((5-bromo-2-((2-methoxy-5-methyl-4-(4-(4-methylpiperazin-1-yl)piperidin-1-yl)phenyl)amino)pyrimidin-4-yl)amino)-5-methylphenyl)dimethyl-phosphorus oxide